BrCC([C@H](C1CC2(C1)CC(C2)(F)F)NC(OCC2=CC=CC=C2)=O)=O benzyl (S)-(3-bromo-1-(6,6-difluorospiro[3.3]heptan-2-yl)-2-oxopropyl)carbamate